N-[(1S)-1-cyano-2-[4-(3-methyl-2-oxo-2,3-dihydro-1,3-benzoxazol-5-yl)phenyl]ethyl]azetidine-3-carboxamide C(#N)[C@H](CC1=CC=C(C=C1)C=1C=CC2=C(N(C(O2)=O)C)C1)NC(=O)C1CNC1